[Si](C)(C)(C(C)(C)C)OCC1=CC=C(C=C1)N1CCC(CC1)C=1C=CC(=NC1)N 5-[1-[4-[[tert-butyl(dimethyl)silyl]oxymethyl]phenyl]-4-piperidyl]pyridin-2-amine